2-((5-(3-(difluoromethyl)-1,2,4-thiadiazol-5-yl)-2-methylphenyl)amino)-1-(4-(prop-1-en-2-yl)indolin-1-yl)ethan-1-one FC(C1=NSC(=N1)C=1C=CC(=C(C1)NCC(=O)N1CCC2=C(C=CC=C12)C(=C)C)C)F